para-n-butyl-(methyl)styrene C(CCC)C1=CC=C(C=CC)C=C1